di(methyl)n-propyl-(tert-butoxy)silane C[Si](OC(C)(C)C)(CCC)C